5'-O-(4,4'-Dimethoxytrityl)-N4-benzoyl-2'-O-methyl-cytidine COC1=CC=C(C(C2=CC=C(C=C2)OC)(C2=CC=CC=C2)OC[C@@H]2[C@H]([C@H]([C@@H](O2)N2C(=O)N=C(NC(C3=CC=CC=C3)=O)C=C2)OC)O)C=C1